P(=O)(OC1=C(C=C(C=C1C)C(C)(C)C)C(C)(C)C)(OC1=C(C=C(C=C1C)C(C)(C)C)C(C)(C)C)OC1=C(C=C(C=C1C)C(C)(C)C)C(C)(C)C tris(2,4-di-tert-butyl-6-methylphenyl) phosphate